tert-Butyl 4-(2-((1-(2-(2,6-dioxopiperidin-3-yl)-1,3-dioxoisoindoline-5-carbonyl)piperidin-4-yl)methoxy)ethyl)piperidine-1-carboxylate O=C1NC(CCC1N1C(C2=CC=C(C=C2C1=O)C(=O)N1CCC(CC1)COCCC1CCN(CC1)C(=O)OC(C)(C)C)=O)=O